COCCOC=1C=C2C(=NN(C2=CC1)C(C1=CC=CC=C1)(C1=CC=CC=C1)C1=CC=CC=C1)N1C(C2=CC=CC=C2C1=O)=O 2-[5-(2-methoxyethoxy)-1-trityl-1H-indazol-3-yl]-1H-isoindole-1,3(2H)-dione